[Si](C)(C)(C(C)(C)C)OC(CCOC(CCC(OCCCC\C=C/CC)OCCCC\C=C/CC)=O)CCO 3-((tert-butyldimethylsilyl)oxy)-5-hydroxypentyl-4,4-bis(((Z)-oct-5-en-1-yl)oxy)butanoate